2-iodoethyl (R)-10-((((9H-fluoren-9-yl)methoxy)carbonyl)amino)-12-(2-(2-((tert-butoxycarbonyl)amino)-6-oxo-1,6-dihydro-9H-purin-9-yl)acetyl)-2,5,8-trioxa-12-azatetradecan-14-oate C1=CC=CC=2C3=CC=CC=C3C(C12)COC(=O)N[C@@H](COCCOCCOC)CN(CC(=O)OCCI)C(CN1C=2N=C(NC(C2N=C1)=O)NC(=O)OC(C)(C)C)=O